O1C(=CC2=C1C=CC=C2)CCCC2=NOC(O2)=O 3-(3-(Benzofuran-2-yl)propyl)-1,4,2-dioxazol-5-one